((5-(2-hydroxyphenyl)-1-(tetrahydro-2H-pyran-2-yl)-1H-pyrazol-3-yl)methyl)-2-(trifluoromethoxy)benzamide OC1=C(C=CC=C1)C1=CC(=NN1C1OCCCC1)CC=1C(=C(C(=O)N)C=CC1)OC(F)(F)F